OCCOC1CN(C1)C(=O)O[C@@H]1CC[C@H](CC1)C(N(CC12CCC(CC1)(CC2)C2=CC(=C(C=C2)OC)C)C2=NC=CC(=C2)C=2N=C(OC2)C(C)(C)C)=O 4-((4-(2-(tert-Butyl)oxazol-4-yl)pyridin-2-yl)((4-(4-methoxy-3-methylphenyl)bicyclo[2.2.2]octan-1-yl)methyl)carbamoyl)(trans-cyclohexyl) 3-(2-hydroxyethoxy)azetidine-1-carboxylate